FC(C(C(C(C(C(F)(F)F)(F)F)(F)F)(F)F)(F)F)(SN)F perfluorohexylsulfenamide